4-(6-((5-Chloropyridin-2-yl)methoxy)pyridin-2-yl)piperidine-1-carboxylic acid tert-butyl ester C(C)(C)(C)OC(=O)N1CCC(CC1)C1=NC(=CC=C1)OCC1=NC=C(C=C1)Cl